CN1C(=NN=C1)SC(C)C1=CC(=CC=C1)[N+](=O)[O-] 4-methyl-3-[[1-(3-nitrophenyl)ethyl]sulfanyl]-4H-1,2,4-triazole